N-((5-fluoro-6-((isoxazol-3-yloxy)methyl)-1H-indol-2-yl)methyl)-1-methylcyclopropane-1-carboxamide FC=1C=C2C=C(NC2=CC1COC1=NOC=C1)CNC(=O)C1(CC1)C